5-bromo-6-{6-[2-(tert-butyldimethylsilyl)ethynyl]-4-methylpyridin-3-yl}-7-methyl-7H-pyrrolo[2,3-d]pyrimidin-4-amine BrC1=C(N(C=2N=CN=C(C21)N)C)C=2C=NC(=CC2C)C#C[Si](C)(C)C(C)(C)C